C(#N)NC1CC(C1)C(=O)NC1=CC(=CC(=C1)C)C1=C(C=CC=C1)F (1r,3r)-3-(cyanoamino)-N-[3-(2-fluorophenyl)-5-methylphenyl]cyclobutane-1-carboxamide